butyl-octyl pyrophosphate O(P([O-])(=O)OP(=O)([O-])[O-])C(CCCCCCC)CCCC